C(C)(=O)C1=C(C(C=C1)([Fe])C(C)=O)C(C)=O triacetylcyclopentadienyl-iron